chloro-5-(1,1a,2,7b-tetrahydro-3H-cyclopropa[c]quinolin-3-yl)-[1,2,4]triazolo[4,3-a]quinazoline ClC1=NN=C2N1C1=CC=CC=C1C(=N2)N2CC1C(C=3C=CC=CC23)C1